6-methoxy-2-methylquinolin-7-ylboronic acid COC=1C=C2C=CC(=NC2=CC1B(O)O)C